tert-butyl 4-((4-(5-(p-tolyloxy)pentyl)phenyl)carbamoyl)piperazine-1-carboxylate C1(=CC=C(C=C1)OCCCCCC1=CC=C(C=C1)NC(=O)N1CCN(CC1)C(=O)OC(C)(C)C)C